[3-(1-amino-4-methylphthalazin-6-yl)-4-fluorophenyl]boronic acid formic acid salt C(=O)O.NC1=NN=C(C2=CC(=CC=C12)C=1C=C(C=CC1F)B(O)O)C